methyl 1-((2-(trimethylsilyl) ethoxy) methyl)-1H-pyrazole-3-carboxylate C[Si](CCOCN1N=C(C=C1)C(=O)OC)(C)C